[(3-bromophenyl)methyl]cyclopropane-1-carboxylic acid BrC=1C=C(C=CC1)CC1(CC1)C(=O)O